(S)-2-((tert-butoxycarbonyl)amino)-3-(3-(5,5-dimethyl-1,3,2-dioxaborinan-2-yl)-2-((4-methoxybenzyl)oxy)-4-(trifluoromethyl)phenyl)propanoic acid C(C)(C)(C)OC(=O)N[C@H](C(=O)O)CC1=C(C(=C(C=C1)C(F)(F)F)B1OCC(CO1)(C)C)OCC1=CC=C(C=C1)OC